FC1=CC=C(C=C1)N1C(=C(C2=CC(=CC=C12)OC)CC#N)C 2-[1-(4-fluorophenyl)-5-methoxy-2-methyl-indol-3-yl]acetonitrile